COC1=NC=CC(=C1)C1=C(C=2[C@H](CC2C=C1)C)NC(=O)N=[S@@](=O)(N)C=1C=NN2C1OCCC2 (S)-N'-(((S)-3-(2-methoxypyridin-4-yl)-8-methylbicyclo[4.2.0]octa-1(6),2,4-trien-2-yl)carbamoyl)-6,7-dihydro-5H-pyrazolo[5,1-b][1,3]oxazine-3-sulfonimidamide